FC(OC=1C=NC(=NC1)N[C@@H]1C[C@H](CC1)NC1=NC=CC=C1N1CC2=NC=CC=C2C1=O)(F)F 6-(((1S,3S)-3-((5-(trifluoromethoxy)pyrimidin-2-yl)amino)cyclopentylamino)pyridin-3-yl)-6,7-dihydro-5H-pyrrolo[3,4-b]pyridin-5-one